C(#N)C1(CCC(CC1)N1C2CCN(CC2C1)C(=O)OCC)C1=CC=CC=C1 ethyl 7-(4-cyano-4-phenylcyclohexyl)-3,7-diazabicyclo[4.2.0]octane-3-carboxylate